4-((2-(6,8-dioxa-2-azaspiro[3.5]nonan-7-yl)ethyl)((4-isopropylcyclohexyl)methyl)amino)benzonitrile C1NCC12COC(OC2)CCN(C2=CC=C(C#N)C=C2)CC2CCC(CC2)C(C)C